C(C)(C)(C)C=1N(C2=C(C=C(C(=C2C1)C=O)OC)C)C(=O)OC1(CC(CC1)C)C 1,3-Dimethyl-cyclopentanol tert-butyl-4-formyl-5-methoxy-7-methyl-1H-indole-1-carboxylate